ClC=1C=CC2=C([C@@H](C[C@@H](O2)C(=O)NC23CC(C2)(C3)N3N=CC(=C3)OCCOC)O)C1 (2R,4R)-6-chloro-4-hydroxy-N-{3-[4-(2-methoxyethoxy)-1H-pyrazol-1-yl]bicyclo[1.1.1]pentan-1-yl}-3,4-dihydro-2H-1-benzopyran-2-carboxamide